FC(S(=O)(=O)OC1C(N(C(CC1)=O)CC1=CC=C(C=C1)OC)=O)(F)F [1-[(4-Methoxyphenyl)methyl]-2,6-dioxo-3-piperidyl] trifluoromethanesulfonate